2-amino-5-(1H-imidazol-1-yl)-3-nitrobenzoic acid methyl ester COC(C1=C(C(=CC(=C1)N1C=NC=C1)[N+](=O)[O-])N)=O